CC1=C(C=CC(=C1)C=1C=NC(=CC1)OC1CCC(CC1)N1CCNCC1)N1N=CC(=C1)C(=O)NCC1=NC(=NN1)C(C(F)(F)F)(C)C 1-[2-methyl-4-[6-(4-piperazin-1-ylcyclohexoxy)-3-pyridyl]phenyl]-N-[[3-(2,2,2-trifluoro-1,1-dimethyl-ethyl)-1H-1,2,4-triazol-5-yl]methyl]pyrazole-4-carboxamide